dichloro(norbornadiene) palladium [Pd].ClC=1C(=C2CCC1C2)Cl